methylpyrimidine-4-carboxamide CC1=NC=CC(=N1)C(=O)N